tert-butyl 1-(2-fluoro-6-methyl-benzoyl)-2-[4-[(1-methyl-4-piperidyl) amino] phenyl]-2,3,4,4a,5,6,7,7a-octahydrocyclopenta[b]pyridine-3-carboxylate FC1=C(C(=O)N2C3C(CC(C2C2=CC=C(C=C2)NC2CCN(CC2)C)C(=O)OC(C)(C)C)CCC3)C(=CC=C1)C